[6-[[3-(cyclopropylmethyl)-1,2,4-oxadiazol-5-yl]methyl]-2,6-diazaspiro[3.3]heptan-2-yl]-[6-[3-(trifluoromethyl)-1,2,4-triazol-1-yl]-2-azaspiro[3.3]heptan-2-yl]methanone C1(CC1)CC1=NOC(=N1)CN1CC2(CN(C2)C(=O)N2CC3(C2)CC(C3)N3N=C(N=C3)C(F)(F)F)C1